(5-chloro-6-fluoro-1H-indol-3-yl)-3,4-dihydroisoquinoline-2(1H)-carboxamide ClC=1C=C2C(=CNC2=CC1F)C1N(CCC2=CC=CC=C12)C(=O)N